ethyl 2-((tert-butoxycarbonyl)amino)-2-(6-(2,5-dimethyl 1H-pyrrol-1-yl)pyrimidin-4-yl)acetate C(C)(C)(C)OC(=O)NC(C(=O)OCC)C1=NC=NC(=C1)N1C(=CC=C1C)C